1-(4-bromo-2-fluorophenyl)cyclopropan-1-ol BrC1=CC(=C(C=C1)C1(CC1)O)F